N-{(1S)-1-cyano-2-[(3S)-2-oxopyrrolidin-3-yl]ethyl}-4-methyl-N2-{[2-(trifluoromethyl)-1,3-thiazol-5-yl]carbonyl}-L-leucinamide C(#N)[C@H](C[C@H]1C(NCC1)=O)NC([C@@H](NC(=O)C1=CN=C(S1)C(F)(F)F)CC(C)(C)C)=O